NCCCCN 1,4-diamino-butane